C(C)(C)(C)C(C(=O)[O-])(C(=O)[O-])C.[K+].[Li+] lithium potassium 2-(tert-butyl)-2-methylmalonate